C(O)S(=O)(=O)O 2-hydroxymethanesulfonic acid